ethyl 3-((tert-butoxycarbonyl)(3-hydroxypropyl)amino)propanoate C(C)(C)(C)OC(=O)N(CCC(=O)OCC)CCCO